Tetradecyldimethylallylammonium chloride [Cl-].C(CCCCCCCCCCCCC)[NH2+]CC=C(C)C